C(C)(C)(C)OC(=O)N1C[C@@H]2COC3=C(CN2CC1)N=C(C(=C3)Br)OC([2H])([2H])[2H] (6aR)-3-bromo-2-[(2H3)methyloxy]-6a,7,9,10-tetrahydro-12H-pyrazino[2,1-c]pyrido[2,3-f][1,4]oxazepin-8(6H)-carboxylic acid tert-butyl ester